2-(5-chloro-2-methoxy-phenyl)-N-(2-chloro-4-pyridinyl)acetamide ClC=1C=CC(=C(C1)CC(=O)NC1=CC(=NC=C1)Cl)OC